N-(1,3-dimethylbutyl)-N'-phenyl-p-phenylen-diamine CC(CC(C)C)NC1=CC=C(C=C1)NC1=CC=CC=C1